(6-(allyloxy)-2,3-dichlorophenyl)-3-(piperidin-4-yloxy)-6,7-dihydro-5H-pyrrolo[2,1-c][1,2,4]triazole C(C=C)OC1=CC=C(C(=C1C1CCC2=NN=C(N21)OC2CCNCC2)Cl)Cl